(1-methyl-2-piperidyl)methanol CN1C(CCCC1)CO